C1(=CC=C(C=C1)C=N)C p-tolylmethanimine